BrC=1C(=C(OCC(O)C2=C(C=C(C=C2)Cl)Cl)C=CC1)I 2-(3-Bromo-2-iodophenoxy)-1-(2,4-dichlorophenyl)ethane-1-ol